N1C(=NC=2C=NC=CC21)C2=C(C=1C(NC2=O)=CN(N1)C)N[C@@H](C(C)C)C1=NC=CC=N1 (S)-6-(1H-imidazo[4,5-c]pyridin-2-yl)-2-methyl-7-((2-methyl-1-(pyrimidin-2-yl)propyl)amino)-2H-pyrazolo[4,3-b]pyridin-5(4H)-one